tert-butyl (S)-(3-(7-carbamoyl-5-fluoro-2,3-dimethyl-1H-indol-4-yl)cyclohex-3-en-1-yl)(methyl)carbamate C(N)(=O)C=1C=C(C(=C2C(=C(NC12)C)C)C=1C[C@H](CCC1)N(C(OC(C)(C)C)=O)C)F